2-[(2S)-1-{7-azaspiro[3.5]nonan-2-yl}pyrrolidin-2-yl]benzonitrile hydrochloride Cl.C1C(CC12CCNCC2)N2[C@@H](CCC2)C2=C(C#N)C=CC=C2